(3,5-difluorophenyl)triethoxysilane FC=1C=C(C=C(C1)F)[Si](OCC)(OCC)OCC